NC12CCC(CC1)(CC2)NC2=NC1=CC=C(C=C1C=N2)C2=CC(=C(C=C2)NS(=O)(=O)C2=C(C=CC=C2)Cl)F N-(4-(2-((4-aminobicyclo[2.2.2]oct-1-yl)amino)quinazolin-6-yl)-2-fluorophenyl)-2-chlorobenzenesulfonamide